N-((5-(2,6-dioxopiperidin-3-yl)-4-oxo-5,6-dihydro-4H-thieno[3,4-c]pyrrol-1-yl)methyl)-2,2-difluoro-2-(4-(1-(trifluoromethyl)cyclopropyl)phenyl)acetamide O=C1NC(CCC1N1CC=2C(C1=O)=CSC2CNC(C(C2=CC=C(C=C2)C2(CC2)C(F)(F)F)(F)F)=O)=O